5-chloro-2-fluoro-N-[2-fluoro-4-(4-{[(3S,4R)-3-fluoro-1-methylpiperidin-4-yl]oxy}-3-methyl-1H-pyrazolo[3,4-d]pyrimidin-6-yl)phenyl]benzenesulfonamide ClC=1C=CC(=C(C1)S(=O)(=O)NC1=C(C=C(C=C1)C1=NC(=C2C(=N1)NN=C2C)O[C@H]2[C@H](CN(CC2)C)F)F)F